[N+](=O)([O-])C1=CC=C(CN2C(CN(CC2)C(=O)OC(C)(C)C)=O)C=C1 tert-Butyl 4-(4-nitrobenzyl)-3-oxopiperazine-1-carboxylate